ClCCC1NCC2=CC=C(C=C2C1)F 3-(2-chloroethyl)-6-fluoro-1,2,3,4-tetrahydroisoquinoline